13-heptyl-5-((4R)-4-((3R,10S,13R)-3-methoxy-10,13-dimethylhexadecahydro-1H-cyclopenta[a]phenanthren-17-yl)pentyl)-15,15-dimethyl-12,14-dioxa-5-aza-15-silatricosan-1-ol C(CCCCCC)C(OCCCCCCN(CCCCO)CCC[C@@H](C)C1CCC2C3CCC4C[C@@H](CC[C@@]4(C3CC[C@]12C)C)OC)O[Si](CCCCCCCC)(C)C